C(CCCCCCCCCCCCCCCCC)C1=CC=C(C(=O)C(=O)OC)C=C1 methyl 4-octadecylbenzoylformate